(S)-N1-ethyl-N6-(1-(2-(2-adamantylamino)-2-oxoethyl)-2-oxo-1,2-dihydropyridin-3-yl)-2-oxo-5-(2H-tetrazole-5-carboxamido)hexanediamide C(C)NC(C(CC[C@@H](C(=O)NC=1C(N(C=CC1)CC(=O)NC1C2CC3CC(CC1C3)C2)=O)NC(=O)C=2N=NNN2)=O)=O